ClC1=CC=C2C(=N1)N=C(O2)N2CCN(CC2)C(=O)C2=CC=C(C=C2)N2CC(C2)OC(CC)(C)C [4-(5-chlorooxazolo[4,5-b]pyridin-2-yl)piperazin-1-yl]-[4-[3-(1,1-dimethylpropoxy)azetidin-1-yl]phenyl]methanone